2-((3-chloro-4-fluorophenyl)(4-fluorophenoxy)methyl)-4-(methylsulfonyl)-1H-imidazole ClC=1C=C(C=CC1F)C(C=1NC=C(N1)S(=O)(=O)C)OC1=CC=C(C=C1)F